2-[(2,2-difluoro-ethyl)amino]-5-[5-(1-methyl-1H-1,3-benzodiazol-6-yl)-1,3,4-oxadiazol-2-yl]benzonitrile FC(CNC1=C(C#N)C=C(C=C1)C=1OC(=NN1)C=1C=CC2=C(N(C=N2)C)C1)F